BrC1=CC=C(C=C1)N1C(=NC2=CC(=C(C=C2C1=O)/C=C/C(=O)OCC)F)CC (E)-ethyl 3-(3-(4-bromophenyl)-2-ethyl-7-fluoro-4-oxo-3,4-dihydroquinazolin-6-yl)acrylate